O[C@@H](CNC(NC=1C=C2C(=C(C(=NC2=CC1)C1=CC=CC=C1)C)C(=O)NC)=O)CC (R)-6-(3-(2-hydroxybutyl)ureido)-N,3-dimethyl-2-phenylquinoline-4-carboxamide